NC(C(=O)O)CC(C)(C)N 2,4-diamino-4-methylpentanoic acid